1-(pyridin-2-yl)prop-2-en-1-ol N1=C(C=CC=C1)C(C=C)O